1-nitro-3-p-chlorophenyl-4,5-dihydro-2H-benzo[e]isoindole-5-ol [N+](=O)([O-])C=1NC(=C2CC(C3=C(C12)C=CC=C3)O)C3=CC=C(C=C3)Cl